CCCCCCCCCCCC=CC=CC(=CC=CC(=O)O)OO 5-hydroperoxyeicosatetraenoic acid